CC(=O)N[C@@H](CC1=CNC2=CC=CC=C21)C(=O)[O-] The molecule is a monocarboxylic acid anion that is the conjugate base of N-acetyl-L-tryptophan, obtained by the deprotonation of the carboxy group; major species at pH 7.3. It derives from a L-tryptophanate. It is a conjugate base of a N-acetyl-L-tryptophan. It is an enantiomer of a N-acetyl-D-tryptophanate.